(±)-methyl 4-methyl-6-(3-((2-(trifluoromethyl)phenoxy)methyl)pyrrolidin-1-yl)picolinate CC1=CC(=NC(=C1)N1C[C@@H](CC1)COC1=C(C=CC=C1)C(F)(F)F)C(=O)OC |r|